ClC=1C=C2C(=NC=NC2=C(C1C1=C(C=CC=C1O)F)F)N1[C@H](CN(C[C@H]1C)C(C=C)=O)C 1-((3S,5R)-4-((R)-6-chloro-8-fluoro-7-(2-fluoro-6-hydroxy-phenyl)quinazolin-4-yl)-3,5-dimethyl-piperazin-1-yl)prop-2-en-1-one